5-(2-chloro-3-fluorophenyl)-7-fluoro-3-((1-(thiazol-4-yl)ethyl)amino)-4H-benzo[e][1,2,4]thiadiazine 1,1-dioxide ClC1=C(C=CC=C1F)C1=CC(=CC2=C1NC(=NS2(=O)=O)NC(C)C=2N=CSC2)F